4-((3-(4-(((1S,4S)-4-(6-oxa-2-azaspiro[3.5]nonan-2-yl)cyclohexyl)amino)-1-(2,2,2-trifluoroethyl)-1H-indol-2-yl)prop-2-yn-1-yl)amino)-3-methoxybenzamide C1N(CC12COCCC2)C2CCC(CC2)NC2=C1C=C(N(C1=CC=C2)CC(F)(F)F)C#CCNC2=C(C=C(C(=O)N)C=C2)OC